Cl.C1(CC1)[C@@H](N)C1=CC2=C(N(C=N2)COCC[Si](C)(C)C)C=C1 (R)-Cyclopropyl(1-((2-(trimethylsilyl)ethoxy)methyl)-1H-benzo[d]imidazol-5-yl)methanamine hydrochloride